(S)-[3-(4-chloro-2-fluorophenyl)-5-(2,4-difluoro-phenyl)-1,2-oxazol-4-yl](pyridin-3-yl)methanol ClC1=CC(=C(C=C1)C1=NOC(=C1[C@@H](O)C=1C=NC=CC1)C1=C(C=C(C=C1)F)F)F